(R)-N-isopropyl-N-(4-(3-methylmorpholinyl)-2-(1H-pyrrolo[2,3-b]pyridin-4-yl)thieno[3,2-d]pyrimidin-7-yl)methanesulfonamide C(C)(C)N(S(=O)(=O)C)C1=CSC2=C1N=C(N=C2N2[C@@H](COCC2)C)C2=C1C(=NC=C2)NC=C1